BrC1=CC=C2CN(C(C2=C1)=O)C(C=1NC(=CN1)C(F)(F)F)C1=C(C=CC(=C1)F)OC 6-bromo-2-[(5-fluoro-2-methoxy-phenyl)-[5-(trifluoromethyl)-1H-imidazol-2-yl]methyl]isoindolin-1-one